5-methyl-7-{3-[(oxetan-2-ylmethyl)carbamoyl]azetidin-1-yl}-4-oxo-1-(1,2,4-thiadiazol-5-yl)-1,4-dihydro-1,8-naphthyridine-3-carboxylic acid CC1=C2C(C(=CN(C2=NC(=C1)N1CC(C1)C(NCC1OCC1)=O)C1=NC=NS1)C(=O)O)=O